NC1=CC(=CS1)NC1=NC=CC(=N1)NC1=NC(=NC=C1)C1=NC(=CC=C1)C N2-(5-amino-3-thienyl)-N4-[2-(6-methyl-2-pyridyl)pyrimidin-4-yl]pyrimidine-2,4-diamine